(3-buten-1-yl)(phenyl)methylene(cyclopentadienyl)(fluorenyl)hafnium C(CC=C)C(=[Hf](C1=CC=CC=2C3=CC=CC=C3CC12)C1C=CC=C1)C1=CC=CC=C1